N'-[4-[1,1-dimethylethyl(dimethyl)silyl]oxy-2-ethyl-phenyl]-4-[[(3S)-tetrahydrofuran-3-yl]amino]-6-(4,4,5,5-tetramethyl-1,3,2-dioxaborolan-2-yl)pyrrolo[1,2-b]pyridazine-3-carboxamidine CC(C)(C)[Si](OC1=CC(=C(C=C1)N=C(N)C1=C(C=2N(N=C1)C=C(C2)B2OC(C(O2)(C)C)(C)C)N[C@@H]2COCC2)CC)(C)C